2-Chloro-N-(cyclohexylmethyl)acetamide ClCC(=O)NCC1CCCCC1